[2-(5-fluoroindol-1-yl)-1-methyl-propyl] (2S)-2-[(3-hydroxy-4-methoxy-pyridine-2-carbonyl) amino]propanoate OC=1C(=NC=CC1OC)C(=O)N[C@H](C(=O)OC(C(C)N1C=CC2=CC(=CC=C12)F)C)C